2,4-diethylphenyl ether C(C)C1=C(C=CC(=C1)CC)OC1=C(C=C(C=C1)CC)CC